tert-butyl 9-benzyloxy-5-oxo-6-oxa-2-azaspiro[3.5]nonane-2-carboxylate C(C1=CC=CC=C1)OC1CCOC(C12CN(C2)C(=O)OC(C)(C)C)=O